[2-(4-chlorophenyl)imidazo[1,2-a]pyridin-3-yl]methyl[piperazin-1-yl](2-isopropylphenyl)methanone ClC1=CC=C(C=C1)C=1N=C2N(C=CC=C2)C1CC=1C(=C(C=CC1)C(=O)N1CCNCC1)C(C)C